C(CCCCCCC\C=C/CCCCCC)(=O)OC([C@@H](N)CO)=O seryl palmitoleate